CC1=NC=C(C=C1)S(=O)(=O)CC1=CC=C(C=C1)[N+](=O)[O-] 2-methyl-5-((4-nitrobenzyl)sulfonyl)pyridine